CN([C@H]1[C@H](C[C@@H](CC1)NC=1N=CC2=C(N1)N(C(C(=C2)C2=C(C(=C(C(=C2)F)NS(=O)(=O)CCC(F)(F)F)F)F)=O)C(C)C)F)C N-(4-(2-(((1R,3S,4R)-4-(dimethylamino)-3-fluorocyclohexyl)amino)-8-isopropyl-7-oxo-7,8-dihydropyrido[2,3-d]pyrimidin-6-yl)-2,3,6-trifluorophenyl)-3,3,3-trifluoropropane-1-sulfonamide